2-methylpropane-2-sulfinic chloride CC(C)(C)S(=O)Cl